F[B-](F)(F)F.C1(=CC=CC=C1)C1=[NH+]C=CC(=C1)C1=CC=CC=C1 2,4-diphenylpyridinium tetrafluoroborate